O=C1NC=C(C(N1)=O)C=1C=C(C=2N(N1)C=CN2)N2CC(C(C2)(F)F)OCC(=O)N(C)C 2-((1-(6-(2,4-dioxo-1,2,3,4-tetrahydropyrimidin-5-yl)imidazo[1,2-b]pyridazin-8-yl)-4,4-difluoropyrrolidin-3-yl)oxy)-N,N-dimethylacetamide